(1R)-1-phenylethan-1-amine C1(=CC=CC=C1)[C@@H](C)N